C(C1=CC=CC=C1)C=1SC(=C(N1)C)C(=O)N1C[C@H]([C@@H](CC1)C(=O)N1CCC(CC1)(O)CN1C=NC2=C(C1=O)C=CS2)C2=CC=CC=C2 3-[[1-[(3R,4R)-1-(2-benzyl-4-methyl-thiazole-5-carbonyl)-3-phenyl-piperidine-4-carbonyl]-4-hydroxy-4-piperidinyl]methyl]thieno[2,3-d]pyrimidin-4-one